C[C@H]1N(CCNC1)C1CN(C1)C(=O)OCC1=CC=CC=C1 Benzyl (R)-3-(2-methylpiperazin-1-yl)azetidine-1-carboxylate